COC(=O)[C@@H]1C[C@H](CCC1)OC=1C(=NC(=CC1)C=1N=NN(C1COC(N(CC1COC1)C)=O)C)C1CC1 (1S,3S)-methyl-3-((2-cyclopropyl-6-(1-methyl-5-(((methyl(oxetan-3-ylmethyl)carbamoyl)oxy)methyl)-1H-1,2,3-triazol-4-yl)pyridin-3-yl)oxy)cyclohexanecarboxylate